1-heptyloctyl 4-[[4-(1-heptyloctoxy)-4-oxo-butyl]-[(1-methyl-4-piperidyl)methylsulfanylcarbonyl]amino]butanoate C(CCCCCC)C(CCCCCCC)OC(CCCN(CCCC(=O)OC(CCCCCCC)CCCCCCC)C(=O)SCC1CCN(CC1)C)=O